C12(CC(C1)C2)N2[C@@H](C=1NC3=CC=CC=C3C1C[C@H]2C)C2=CC=C(C=C2)N[C@@H]2CN(C[C@H]2F)C(=O)OC(C)(C)C tert-butyl (3R,4R)-3-((4-((1R,3R)-2-(bicyclo[1.1.1]pentan-1-yl)-3-methyl-2,3,4,9-tetrahydro-1H-pyrido[3,4-b]indol-1-yl)phenyl)amino)-4-fluoropyrrolidine-1-carboxylate